CC=1N(C(=CC1)C)C1=NN2C(C=C(C=C2)C2=NC(=CC=C2F)C=2C=NN(C2)C(CC)C2=NC=C(C=C2)F)=N1 2-(2,5-dimethyl-1H-pyrrol-1-yl)-7-(3-fluoro-6-(1-(1-(5-fluoropyridin-2-yl)propyl)-1H-pyrazol-4-yl)pyridin-2-yl)-[1,2,4]triazolo[1,5-a]pyridine